N,N-dimethyl-6-(5-(trifluoromethyl)-1,2,4-oxadiazol-3-yl)imidazo[1,2-a]pyridine-2-carboxamide CN(C(=O)C=1N=C2N(C=C(C=C2)C2=NOC(=N2)C(F)(F)F)C1)C